COC[C@H](C(N1CCN(CC1)C1=CC(=CC=C1)OC(F)(F)F)=O)NC(C)=O (R)-N-(3-methoxy-1-oxo-1-(4-(3-(trifluoromethoxy)phenyl)piperazin-1-yl)propan-2-yl)acetamide